O1COC2=C1C=CC(=C2)CCC=2C(=NN(C2O)C2=NC=C(C=C2)F)C(=O)N (2-(benzo[d][1,3]dioxol-5-yl)ethyl)-1-(5-fluoropyridin-2-yl)-5-hydroxy-1H-pyrazole-3-carboxamide